C(C)OC([C@@H](NC(=O)C1(CCCC1)CSC(C)=O)CCSC)=O N-[1-(acetylthiomethyl)-cyclopentylcarbonyl]-(S)-methionine ethyl ester